S1(CCC(CC1)=O)(=O)=O tetrahydrothiopyran-4-one-1,1-dioxide